2-fluoro-3-(trifluoromethoxy)benzaldehyde FC1=C(C=O)C=CC=C1OC(F)(F)F